ClC1=C(C#N)C=CC(=C1)N1CC2(C[C@H]1C)CCN(CC2)C2=CC=C(C=C2)C(=O)N2CCC(CC2)CN2CCN(CC2)C2=C(C=CC(=C2)NC2C(NC(CC2)=O)=O)F 2-Chloro-4-((3R)-8-(4-(4-((4-(5-((2,6-dioxo-piperidin-3-yl)amino)-2-fluorophenyl)piperazin-1-yl)methyl)piperidine-1-carbonyl)phenyl)-3-methyl-2,8-diazaspiro[4.5]decan-2-yl)benzonitrile